FC1=C2C=CN(C2=CC=C1)C(=O)NCC1=CC=C(C=C1)S(=O)(=O)N1CCCCC1 4-fluoro-N-(4-(piperidin-1-ylsulfonyl)benzyl)-1H-indole-1-carboxamide